OP(O)OP(O)O.C(C)(C)(C)C1=CC=C(C=C1)C(C(C(O)(C1=CC=C(C=C1)C(C)(C)C)C1=CC=C(C=C1)C(C)(C)C)(CO)CO)O tris(4-t-butylphenyl)pentaerythritol diphosphite